SCCOC(=O)C1=CC2=CC=C(C=C2C=C1)C(=O)OCCS.C1=C(C=CC2=CC(=CC=C12)C(=O)O)C(=O)OCCCCOC(=O)C=1C=C2C=CC(=CC2=CC1)C(=O)OCCCCOC(=O)C1=CC2=CC=C(C=C2C=C1)C(=O)O (((naphthalene-2,6-dicarbonyl)bis(oxy))bis(butane-4,1-diyl)) bis(naphthalene-2,6-dicarboxylate) bis(2-mercaptoethyl)naphthalene-2,6-dicarboxylate